N-cyclobutyl-2-methylsulfanyl-thieno[2,3-d]thiazole-5-carboxamide C1(CCC1)NC(=O)C1=CC2=C(N=C(S2)SC)S1